Lutetium-Yttrium-Aluminium [Al].[Y].[Lu]